5-methyl-1H-indazol-6-amine CC=1C=C2C=NNC2=CC1N